methyl 2-[(acetyloxy)[3-(trifluoromethyl)pyridin-2-yl]methyl]prop-2-enoate C(C)(=O)OC(C(C(=O)OC)=C)C1=NC=CC=C1C(F)(F)F